BrC1=C(C=C(C#N)C=C1F)OCC 4-bromo-3-ethoxy-5-fluorobenzonitrile